CS(=O)(=O)N1CCC2=CC=C(C=C12)NC(C1=C(C=CC=C1)N1CCC2(CC2)CC1)=O N-(1-(methylsulfonyl)indolin-6-yl)-2-(6-azaspiro[2.5]octan-6-yl)benzamide